4-(((3S,4R)-1-((2-cyano-4-(trifluoromethyl)phenyl)sulfonyl)-4-hydroxy-4-(hydroxymethyl)pyrrolidin-3-yl)oxy)-2-fluoro-5-methoxybenzonitrile C(#N)C1=C(C=CC(=C1)C(F)(F)F)S(=O)(=O)N1C[C@@H]([C@@](C1)(CO)O)OC1=CC(=C(C#N)C=C1OC)F